3-amino-6-p-tolylpyrazine-2-carboxylic acid NC=1C(=NC(=CN1)C1=CC=C(C=C1)C)C(=O)O